(Methyl-d3)-4-(6-(((3aR,5s,6aS)-2-((tetrahydro-2H-pyran-4-yl)methyl-d2)octahydrocyclopenta[c]pyrrol-5-yl)amino)pyridazin-3-yl)benzamide C([2H])([2H])([2H])C1=C(C(=O)N)C=CC(=C1)C=1N=NC(=CC1)NC1C[C@@H]2[C@@H](CN(C2)C([2H])([2H])C2CCOCC2)C1